NC(COCCC(=O)OC)C1=C(C=CC=C1)Cl methyl 3-(2-amino-2-(2-chlorophenyl)ethoxy)propanoate